FC=1C=C(C=CC1OC)C1=CN=C2N1C=CN=C2NC2=CC(=C(C=C2)C(=O)N2CCN(CC2)CCOCCO)C [4-[[3-(3-fluoro-4-methoxyphenyl)imidazo[1,2-a]pyrazin-8-yl]amino]-2-methylphenyl]-[4-[2-(2-hydroxyethoxy)ethyl]piperazin-1-yl]methanone